C(C)(=O)NC1=C(C=CC(=C1)NC1=NC=C(C(=N1)C1=CNC2=C(C=CC=C12)C)C(F)(F)F)N(C(C)=O)CCN(C)C N-(2-acetamido-4-((4-(7-methyl-1H-indol-3-yl)-5-(trifluoromethyl)pyrimidin-2-yl)amino)phenyl)-N-(2-(dimethylamino)ethyl)acetamide